tris(2,2'-bipyridyl) ruthenium dichloride [Ru](Cl)Cl.N1=C(C=CC=C1)C1=NC=CC=C1.N1=C(C=CC=C1)C1=NC=CC=C1.N1=C(C=CC=C1)C1=NC=CC=C1